1-[6-(dimethylaminO)pyridin-2-yl]pyrazol CN(C1=CC=CC(=N1)N1N=CC=C1)C